3-chloro-6-methoxy-1,5-naphthyridin-4-ol ClC=1C=NC2=CC=C(N=C2C1O)OC